C(N)(=O)C=1N=CN2C1N=NN(C2=O)CNC(OC(C)(C)C)=O Tert-butyl ((8-carbamoyl-4-oxoimidazo[5,1-d][1,2,3,5]tetrazin-3(4H)-yl)methyl)carbamate